(2S)-2-(2-(2,6-difluorophenyl)propanamido)-4-(((S)-3-fluoro-2-methoxypropyl)(4-(5,6,7,8-tetrahydro-1,8-naphthyridin-2-yl)butyl)amino)butanoic acid FC1=C(C(=CC=C1)F)C(C(=O)N[C@H](C(=O)O)CCN(CCCCC1=NC=2NCCCC2C=C1)C[C@@H](CF)OC)C